FC1(CCC(CC1)C1=NC=CC(=C1NC(C1=CC(=NC=C1)C)=O)C1=C(C=CC(=C1)F)F)F N-(2-(4,4-difluorocyclohexyl)-4-(2,5-difluorophenyl)pyridin-3-yl)-2-methylisonicotinamide